4-(2,2-Difluoro-7-azaspiro[3.5]nonan-7-yl)pyrrolo[1,2-a]quinoxaline-7-carboxylic acid FC1(CC2(C1)CCN(CC2)C=2C=1N(C3=CC=C(C=C3N2)C(=O)O)C=CC1)F